C1(=CC=CC=C1)P(=O)(C=CCP(=O)(C1=CC=CC=C1)C1=CC=CC=C1)C1=CC=CC=C1 1,3-bis(diphenylphosphinyl)propaneN